6-[(2S)-2-allyl-pyrrolidin-1-yl]-N'-[2-benzyloxy-2-(trifluoromethyl)hex-5-enoyl]-5-bromo-3-nitro-pyridine-2-carbohydrazide C(C=C)[C@H]1N(CCC1)C1=C(C=C(C(=N1)C(=O)NNC(C(CCC=C)(C(F)(F)F)OCC1=CC=CC=C1)=O)[N+](=O)[O-])Br